C1(CC1)CN1CC(OCCC1=O)C1=CC=CC=C1 4-(cyclopropylmethyl)-5-oxo-2-phenyl-1,4-oxazepan